FC1([C@H](C1)C(N1C[C@@H](N(C[C@H]1C)C(=O)OC(C)(C)C)C)C1=CC=C(C=C1)C(F)(F)F)F tert-Butyl (2S,5R)-4-(((R)-2,2-difluorocyclopropyl)(4-(trifluoromethyl)phenyl)methyl)-2,5-dimethylpiperazine-1-carboxylate